5-(tert-butyl) 3-ethyl 7-methyl-1-(3-nitrobenzyl)-1,4,6,7-tetrahydro-5H-pyrazolo[4,3-c]pyridine-3,5-dicarboxylate CC1C2=C(CN(C1)C(=O)OC(C)(C)C)C(=NN2CC2=CC(=CC=C2)[N+](=O)[O-])C(=O)OCC